C(N1C(C2(C3=C4C(=NC=C31)N(C=C4)S(=O)(=O)C4=CC=CC=C4)CCN(CCC2)C(=O)OC(C)(C)C)=O)([2H])([2H])[2H] tert-Butyl 6'-(methyl-d3)-7'-oxo-3'-(phenylsulfonyl)-6',7'-dihydro-3'H-spiro[azepane-4,8'-dipyrrolo[2,3-b:3',2'-d]pyridine]-1-carboxylate